C(C1=CC=CC=C1)C1OCCN1C(=O)[C@@H]1CN(C[C@H]1C1=CC=C(C=C1)F)CC1=CC=CC=C1 (4R)-benzyl-3-[(3S,4R)-1-benzyl-4-(4-fluorophenyl)-pyrrolidine-3-carbonyl]-oxazolidine